(2-Hydroxy-1,1-dimethyl-ethyl)-amide OCC(C)(C)[NH-]